[Na+].NCC(=O)NC1=CC=C(C=N1)C1=C(N(C=C1)S(N)(=O)=O)C(=O)[O-] 3-[6-[(2-Aminoacetyl)amino]-3-pyridyl]-1-sulfamoyl-pyrrole-2-carboxylic acid, sodium salt